C(C)(C)(C)OC(NC1=NC=CC(=C1)Br)=O.FC=1C=CC(=C(C1)[C@@H](NC(=O)C=1C=C(C=CC1)C1=CC=C(C=C1)N1CCC(CC1)N1CCN(CC1)C)C=1NC2=CC=CC=C2C1)OC (R)-N-((5-fluoro-2-methoxyphenyl)(1H-indole-2-yl)methyl)-4'-(4-(4-methylpiperazine-1-yl)piperidine-1-yl)-[1,1'-biphenyl]-3-carboxamide tert-butyl-N-(4-bromopyridin-2-yl)carbamate